N-cyclobutyl-2-(4-cyclopropyl-6-methoxypyrimidin-5-yl)-N-(4-(1-isopropyl-4-(trifluoromethyl)-1H-imidazol-2-yl)benzyl)-7H-purin-6-amine C1(CCC1)N(C1=C2NC=NC2=NC(=N1)C=1C(=NC=NC1OC)C1CC1)CC1=CC=C(C=C1)C=1N(C=C(N1)C(F)(F)F)C(C)C